(S)-4-((1R,3S,5S,6S)-6-(1-isopropyl-3-(2-(trifluoromethyl)pyrimidin-4-yl)-1H-pyrazol-5-yl)bicyclo[3.1.0]hexane-3-yl)-3-methylmorpholine C(C)(C)N1N=C(C=C1C1[C@H]2CC(C[C@@H]12)N1[C@H](COCC1)C)C1=NC(=NC=C1)C(F)(F)F